C(C1=CC=CC=C1)OC(=O)N1[C@H](CN(CC1)C=1C2=C(N=C(N1)OC[C@H]1N(CCC1)C)CN(CC2)C2=CC=CC1=CC=CC(=C21)Cl)CC#N (S)-4-(7-(8-chloronaphthalen-1-yl)-2-(((S)-1-methylpyrrolidin-2-yl)methoxy)-5,6,7,8-tetrahydropyrido[3,4-d]pyrimidin-4-yl)-2-(cyanomethyl)piperazine-1-carboxylic acid benzyl ester